OCCO 2-(hydroxy)ethyl alcohol